O1N=C(C2=C1C=CC=C2)C(CCCl)S(=O)(=O)N(CC2=C(C=C(C=C2)OC)OC)CC2=C(C=C(C=C2)OC)OC 1-(1,2-benzoxazol-3-yl)-3-chloro-N,N-bis[(2,4-dimethoxyphenyl)methyl]propane-1-sulfonamide